6-methyl-N-(3,3,3-trifluoro-2-hydroxypropyl)-9-[4-(trifluoromethyl)phenyl]-9H-carbazole-3-carboxamide CC=1C=C2C=3C=C(C=CC3N(C2=CC1)C1=CC=C(C=C1)C(F)(F)F)C(=O)NCC(C(F)(F)F)O